4-(Dioctadecylamino)-4-oxobutanoic acid C(CCCCCCCCCCCCCCCCC)N(C(CCC(=O)O)=O)CCCCCCCCCCCCCCCCCC